ClC=1N=C(C2=C(N1)C(=CS2)C=O)N2[C@@H](COCC2)C (R)-2-chloro-4-(3-methylmorpholino)thieno[3,2-d]Pyrimidine-7-aldehyde